ethyl 3-(3-(4-fluoro-2-isopropyl-6-(2-methoxypyridin-4-yl)phenyl)thioureido)-2-hydroxy-2-(isoxazol-3-yl)propanoate FC1=CC(=C(C(=C1)C1=CC(=NC=C1)OC)NC(NCC(C(=O)OCC)(C1=NOC=C1)O)=S)C(C)C